C(C)OC(CN1C=NN2C(C1=O)=C(C=C2C2(CCC2)O)C=2C=C(C=CC2)C)=O.BrCC2(CC2)CBr 1,1-bis(bromomethyl)cyclopropane ethyl-2-[7-(1-hydroxycyclobutyl)-5-(m-tolyl)-4-oxo-pyrrolo[2,1-f][1,2,4]triazin-3-yl]acetate